7-(3-fluoro-6-(1-(1-(4-fluorophenyl)-2-methylpropyl)-1H-pyrazol-4-yl)pyridin-2-yl)-[1,2,4]triazolo[1,5-a]pyridin-2-amine FC=1C(=NC(=CC1)C=1C=NN(C1)C(C(C)C)C1=CC=C(C=C1)F)C1=CC=2N(C=C1)N=C(N2)N